3-(morpholinesulfonyl)aniline N1(CCOCC1)S(=O)(=O)C=1C=C(N)C=CC1